OC1=C(C=O)C=C(C(=C1)C=O)O 2,5-dihydroxy-terephthalaldehyde